COC1=CC=C(C=C1)C=1C(=NN2C1N=CC=C2)C(=O)N (4-methoxyphenyl)pyrazolo[1,5-a]pyrimidine-2-carboxamide